(R)-4-(2-(bis(methyl-d3)amino)-2-oxoethyl)-9-chloro-N-(2-fluoro-6-methoxybenzyl)-3-methyl-5-oxo-2,3,4,5-tetrahydrobenzofuro[2,3-f][1,4]oxazepine-3-carboxamide C([2H])([2H])([2H])N(C(CN1[C@](COC2=C(C1=O)OC1=C2C=C(C=C1)Cl)(C(=O)NCC1=C(C=CC=C1OC)F)C)=O)C([2H])([2H])[2H]